C1(CC1)COC=1C=CC2=C(C(=C(O2)C)C(=O)N[C@H](C(=O)N)C)C1 (2S)-2-{[5-(cyclopropylmethoxy)-2-methyl-1-benzofuran-3-yl]formamido}propanamide